OC1CC(C1)NC(=O)C=1C=NN2C1N=C(C=C2NC)NC=2C(N(C=CC2)C2=NC(=CC=C2)C)=O N-(3-hydroxycyclobutyl)-5-((6'-methyl-2-oxo-2H-[1,2'-bipyridin]-3-yl)amino)-7-(methylamino)pyrazolo[1,5-a]pyrimidine-3-carboxamide